4-[1'-(methylsulfonyl)-1',2'-dihydrospiro[cyclohexane-1,3'-pyrrolo[2,3-b]pyridine]-4-yl]-1,4-diazepan-1-carboxylic acid ethyl ester C(C)OC(=O)N1CCN(CCC1)C1CCC2(CN(C3=NC=CC=C32)S(=O)(=O)C)CC1